Cl.N1=CN=C(C2=C1NC=C2)N2CCSC(=C2)C(=O)N2[C@@H]([C@@H](CCC2)N)C (4-(7H-pyrrolo[2,3-d]pyrimidin-4-yl)-3,4-dihydro-2H-1,4-thiazin-6-yl)((2R,3R)-3-amino-2-methylpiperidin-1-yl)methanone hydrochloride